C1(CC2C(CC1)O2)CC2C(CCC1C2O1)(C(=O)[O-])CC1CC2C(CC1)O2 Bis3,4-epoxycyclohexylmethyl-3,4-epoxycyclohexylformate